ClC=1C=C(C=CC1)[C@H](CCN(C(C(=O)OC(C)(C)C)C1=C(C(=CC=C1)C)C1CCC(CC1)OC(F)(F)F)C)N1CCC(CC1)N(C)C tert-butyl 2-(((S)-3-(3-chlorophenyl)-3-(4-(dimethylamino)piperidin-1-yl)propyl)(methyl)amino)-2-(3-methyl-2-((1r,4S)-4-(trifluoromethoxy)cyclohexyl)-phenyl)acetate